3-methyl-7-oxo-6-(prop-2-en-1-yloxy)-1,6-diazabicyclo[3.2.1]oct-3-ene-2-carboxylic acid CC=1C(N2C(N(C(C1)C2)OCC=C)=O)C(=O)O